CN1C(N(CCCC1)CCCNC1=NC(=NC=C1C(F)(F)F)NC=1C(=NN(C1)C1CCN(CC1)C)C)=O 1-methyl-3-(3-((2-((3-methyl-1-(1-methylpiperidin-4-yl)-1H-pyrazol-4-yl)amino)-5-(trifluoromethyl)pyrimidin-4-yl)amino)propyl)-1,3-diazepan-2-one